FC1=CC=C(S1)CC[C@@]1(CN(CC1)C(C)(C)C=1C=NC(=CC1)C)C(C)(C)NC(OC1=CC=CC=C1)=O |o1:8| phenyl (R or S)-(2-(3-(2-(5-fluorothiophen-2-yl)ethyl)-1-(2-(6-methylpyridin-3-yl)propan-2-yl)pyrrolidin-3-yl)propan-2-yl)carbamate